FC1=C(C(=CC(=C1)CN1CCC(CC1)O)O)N1CC(NS1(=O)=O)=O 5-[2-fluoro-6-hydroxy-4-[(4-hydroxy-1-piperidinyl)methyl]phenyl]-1,1-dioxo-1,2,5-thiadiazolidin-3-one